N-((1R)-3-Cyano-3-azabicyclo[3.1.0]hexan-1-yl)-4-(4-(4-fluorophenoxy)pyridin-3-yl)benzamid C(#N)N1C[C@]2(CC2C1)NC(C1=CC=C(C=C1)C=1C=NC=CC1OC1=CC=C(C=C1)F)=O